ClCCCC1=NC2=CC=C(C=C2C(=C1)C(=O)OCC)OCCCCl ethyl 3-chloropropyl-6-(3-chloropropoxy)quinoline-4-carboxylate